2,4-bis(4-hydroxyphenyl-isopropyl)-phenol OC1=CC=C(C=C1)C(C)(C)C1=C(C=CC(=C1)C(C)(C)C1=CC=C(C=C1)O)O